7-((1S,2S)-2-(6-(2,4-dimethoxypyrimidin-5-yl)imidazo[1,2-b]pyridazin-8-yl)cyclopropyl)-2-(2,2,2-trifluoroethyl)isoquinolin-1(2H)-one COC1=NC=C(C(=N1)OC)C=1C=C(C=2N(N1)C=CN2)[C@@H]2[C@H](C2)C2=CC=C1C=CN(C(C1=C2)=O)CC(F)(F)F